acetic acid-2-{[2-(benzyloxy) ethyl] oxy}-5-bromophenyl ester C(C1=CC=CC=C1)OCCOC1=C(C=C(C=C1)Br)OC(C)=O